C(C)C1=NOC(=N1)C=1C=C2C(=CC=NC2=CC1OC)OC1=C(C=CC=N1)F 6-[6-(3-ethyl-1,2,4-oxadiazol-5-yl)-7-methoxyquinolin-4-yl]oxy-5-fluoropyridin